N-[4-azido-1-methoxy-2-oxo-6-(trifluoromethyl)-3-pyridyl]-3-ethylsulfanyl-N-methyl-pyridine-2-carboxamide N(=[N+]=[N-])C1=C(C(N(C(=C1)C(F)(F)F)OC)=O)N(C(=O)C1=NC=CC=C1SCC)C